CN1C(=NC2=C1C=CC=C2)C methyl-2-methyl-1H-benzimidazole